ClC1=CC=C(C=C1)C=1N=CSC1 4-(4-chlorophenyl)thiazole